C(C1=CC=C(C(=O)[O-])C=C1)(=O)OCCCCCCCCC monononyl terephthalate